6-amino-2-(4-aminophenyl)benzoxazole NC1=CC2=C(N=C(O2)C2=CC=C(C=C2)N)C=C1